FC(OC1=CC(=C(C=C1F)NS(=O)(=O)C1=CNC(=C1)C1=CC=C(C=C1)F)F)F N-[4-(difluoromethoxy)-2,5-difluorophenyl]-5-(4-fluorophenyl)-1H-pyrrole-3-sulfonamide